N,N-Dimethyl-cyclohexylamin CN(C)C1CCCCC1